NC1=C(C(=O)NC23CCC(CC2)(CC3)O)C=C(C=N1)C1=CC=C(C=C1)[C@]13CN(C[C@@H]3C1)CCF 2-amino-5-(4-((1s,5r)-3-(2-fluoroethyl)-3-azabicyclo[3.1.0]hex-1-yl)phenyl)-N-(4-hydroxybicyclo[2.2.2]oct-1-yl)nicotinamide